[Fe]=S iron-sulfide